CN1C(C2=CC=C(C=C2C(=C1)C1=NC=CC(=C1)NS(=O)(=O)CC)C=1C=NN(C1)C)=O N-[2-[2-methyl-6-(1-methylpyrazol-4-yl)-1-oxoisoquinolin-4-yl]pyridin-4-yl]ethanesulfonamide